2-cyclohexylmethylamino-2,4,6-trimethylcyclotrisiloxane C1(CCCCC1)CN[Si]1(O[SiH](O[SiH](O1)C)C)C